[NH4+].[NH4+].P(=O)(OC(C(=O)OC1=C(C(=CC(=C1)CCCCC)O)[C@H]1[C@@H](CCC(=C1)C)C(=C)C)C)([O-])[O-] 1-(((1'R,2'R)-6-hydroxy-5'-methyl-4-pentyl-2'-(prop-1-en-2-yl)-1',2',3',4'-tetrahydro-[1,1'-biphenyl]-2-yl)oxy)-1-oxopropan-2-yl phosphate di-ammonium salt